4-(5-(3-ethoxy-4-methoxyphenyl)pyridin-3-yl)-1,2-oxaborole-2(5H)-ol C(C)OC=1C=C(C=CC1OC)C=1C=C(C=NC1)C1=CB(OC1)O